3-(4-chlorophenyl)-2-((S)-1-(4-chlorophenyl)ethyl)-6-(2-hydroxy-1-methoxyprop-2-yl)isoindolin-1-one ClC1=CC=C(C=C1)C1N(C(C2=CC(=CC=C12)C(COC)(C)O)=O)[C@@H](C)C1=CC=C(C=C1)Cl